3-(3-propylureido)propyltriethoxysilane C(CC)NC(NCCC[Si](OCC)(OCC)OCC)=O